C(C)C=1N(C=2CCCC(C2C1)=O)CC1=CC=C(C(=O)NCC#C)C=C1 4-((2-ethyl-4-oxo-4,5,6,7-tetrahydro-1H-indol-1-yl)methyl)-N-(prop-2-yn-1-yl)benzamide